C(C)(C)(C)OC(N[C@@H]1CC=2C(=NC=CC2)C12CCN(CC2)C2=NC(=C(C(=N2)C#N)Br)C)=O (R)-(1'-(5-bromo-4-cyano-6-methylpyrimidin-2-yl)-5,6-dihydrospiro[cyclopent[b]pyridin-7,4'-piperidin]-6-yl)carbamic acid tert-butyl ester